NC1=CC=CC(=N1)S(=O)(=O)NC(=O)C=1C(=NC=CC1C(F)(F)F)N1C(CC(C1)(C)C)(C)C N-[(6-amino-2-pyridyl)sulfonyl]-2-(2,2,4,4-tetramethylpyrrolidin-1-yl)-4-(trifluoromethyl)pyridine-3-carboxamide